CC(CC)(C)C1=CC(=C(C=C1)O)C 4-(1,1-dimethylpropyl)-2-methyl-phenol